1-(4-Chloro-3-fluoro-2-((1-methyl-1H-pyrazol-5-yl)amino)phenyl)cyclopropane-1-carboxylic acid ClC1=C(C(=C(C=C1)C1(CC1)C(=O)O)NC1=CC=NN1C)F